CC1=C(C(=C(C(=O)[O-])C=C1)NC1=C(C(=CC=C1)Cl)C)N1C=CC2=C1N=CN=C2C=2C=NN(C2)C2(CN(C2)S(=O)(=O)CC)CC#N Methyl(4-(1-(3-(cyanomethyl)-1-(ethylsulfonyl)azetidin-3-yl)-1H-pyrazol-4-yl)-7H-pyrrolo[2,3-d]pyrimidin-7-yl)2-((3-chloro-2-methylphenyl)amino)benzoate